C1(=CC=CC=2OC3=C(C21)C=CC=C3)C3=CC(=C(C=C3)B(O)O)O (4-(dibenzo[b,d]furan-1-yl)-2-hydroxyphenyl)boronic acid